N,N,N-trimethyl-1-(p-tolyl)methylammonium cyanoborohydride C(#N)[BH3-].C[N+](C)(C)CC1=CC=C(C=C1)C